1-phenyl-3-(thien-2-yl)-1,3-propanedione C1(=CC=CC=C1)C(CC(=O)C=1SC=CC1)=O